6-hydroxy-N-(2-methylnaphthalen-1-yl)picolinamide OC1=CC=CC(=N1)C(=O)NC1=C(C=CC2=CC=CC=C12)C